methyl-1-(2-acetoxyethyl)-8-methoxy-4,5-dihydro-1H-pyrazolo[4,3-H]quinazoline CC1=NN(C2=C1CCC=1C=NC(=NC21)OC)CCOC(C)=O